CON(C(=O)C1(CC1)C)C N-methoxy-N,1-dimethylcyclopropanecarboxamide